C(#N)C1=C(C(NC2=CC=C(C(=C12)C)F)=O)C(C(=O)O)(F)F 2-(4-cyano-6-fluoro-5-methyl-2-oxo-1,2-dihydroquinolin-3-yl)-2,2-difluoroacetic acid